C(C(CC(=O)O)SSC(C(=O)O)CC(=O)O)(=O)O 2,2'-dithiodisuccinic acid